chloro-1,1,2-trifluoroethyl methyl ether COC(C(F)Cl)(F)F